FC1=C(CN(S(=O)(=O)C)CC2=NC=CC=C2)C=CC(=C1)C(=O)NNC(C(F)(F)F)=O N-(2-fluoro-4-(2-(2,2,2-trifluoroacetyl)hydrazine-1-carbonyl)benzyl)-N-(pyridin-2-ylmethyl)methanesulfonamide